N-[(1S)-1-[4-(2-allyloxyacetyl)phenyl]ethyl]-2,2,2-trifluoro-acetamide C(C=C)OCC(=O)C1=CC=C(C=C1)[C@H](C)NC(C(F)(F)F)=O